CO/C=C/C(=O)C1=CC2=C(N=C(S2)C)C=C1 (E)-3-methoxy-1-(2-methylbenzo[d]thiazol-6-yl)prop-2-en-1-one